4-phenyl-1-(4-(piperidine-1-carbonyl)-6-(pyridin-2-yl-methoxy)quinoline-2-carbonyl)piperidine-4-carbonitrile C1(=CC=CC=C1)C1(CCN(CC1)C(=O)C1=NC2=CC=C(C=C2C(=C1)C(=O)N1CCCCC1)OCC1=NC=CC=C1)C#N